BrC1=NC=CC(=C1)CN(C(OC(C)(C)C)=O)C tert-butyl N-[(2-bromo-4-pyridyl)methyl]-N-methyl-carbamate